C(C=C)(=O)N1CC(CC1)NC=1C=2N(N=CC1C(=O)N)C=CC2 4-((1-acryloylpyrrolidin-3-yl)amino)pyrrolo[1,2-b]pyridazine-3-carboxamide